tert-butyl 2-[1-[2-[3-(1-cyano-1-methyl-ethyl)phenyl]-6-methyl-4-oxo-chromen-8-yl]ethylamino]benzoate C(#N)C(C)(C)C=1C=C(C=CC1)C=1OC2=C(C=C(C=C2C(C1)=O)C)C(C)NC1=C(C(=O)OC(C)(C)C)C=CC=C1